(2R,3R,4S,5R,6S)-2-(acetoxymethyl)-6-(4-formyl-2-nitrophenoxy)tetrahydro-2H-pyran-3,4,5-triyl triacetate C(C)(=O)O[C@@H]1[C@H](O[C@H]([C@@H]([C@H]1OC(C)=O)OC(C)=O)OC1=C(C=C(C=C1)C=O)[N+](=O)[O-])COC(C)=O